C1CSSC1 Dithiolane